C(C=CC1=CC=CC=C1)(=O)N[C@@H](CCCCNC(C=CC1=CC=CC=C1)=O)C(=O)OC methyl N2,N6-dicinnamoyllysinate